N[C@@H]1CN(CCC1)C1=C(C=NC(=C1)NC1=NC(=NC=C1)C1=C(C=CC=C1OC)F)C=1C=CC2=C(OCC(N2)=O)C1 (S)-7-(4-(3-aminopiperidin-1-yl)-6-((2-(2-fluoro-6-methoxyphenyl)pyrimidin-4-yl)amino)pyridin-3-yl)-2H-benzo[b][1,4]oxazin-3(4H)-one